bis-iminovanillin N=COC=1C(C(C=O)C=CC1O)=N